methyl 3-(3-chloro-4-pyridyl)-2-[(2,4-dimethoxyphenyl)methyl-methyl-amino]propanoate ClC=1C=NC=CC1CC(C(=O)OC)N(C)CC1=C(C=C(C=C1)OC)OC